FC1=CC=C(C=C1)N1CCN(CC1)CCCC1NCCC=2C3=CC=CC=C3NC12 (3-(4-(4-fluorophenyl)piperazin-1-yl)propyl)-1,2,3,4-tetrahydro-beta-carboline